C=1N=CN2C1C1=CC=CC=C1[C@H]2[C@@H]2[C@H](C1=CC=CC=C1CC2)O (1R,2R)-2-((R)-5H-Imidazo[5,1-a]isoindol-5-yl)-1,2,3,4-tetrahydronaphthalen-1-ol